C1=C(C=CC=2CCCCC12)N 5,6,7,8-tetrahydronaphthalene-2-amine